C(C)(C)C1CCC=2C=CC=C3C(CCN1C23)NCC[C@]2(CCOC3(CCCC3)C2)C2=NC=CC=C2 5-isopropyl-N-(2-((R)-9-(pyridin-2-yl)-6-oxaspiro[4.5]decan-9-yl)ethyl)-2,3,6,7-tetrahydro-1H,5H-pyrido[3,2,1-ij]quinolin-1-amine